(R)-7-(5-chloro-2-((1-methyl-1h-pyrazole-5-yl)amino)pyridine-4-yl)-2-(3-fluoro-2-(hydroxymethyl)benzyl)-3-(methoxymethyl)-3,4-dihydropyrrolo[1,2-a]pyrazine-1(2H)-one ClC=1C(=CC(=NC1)NC1=CC=NN1C)C=1C=C2N(C[C@@H](N(C2=O)CC2=C(C(=CC=C2)F)CO)COC)C1